3-((S)-sec-butyl)-2-oxo-2,3-dihydro-1H-benzo[e][1,4]Diazepine-5-carboxylic acid methyl ester COC(=O)C=1C2=C(NC(C(N1)[C@@H](C)CC)=O)C=CC=C2